C(C)(C)(C)OC(=O)N1CCC(CC1)N1N=C2C=C(C(=CC2=C1)NC(=O)C=1C=NN2C1N=CC=C2)OC(C)C tert-butyl-4-[6-isopropoxy-5-(pyrazolo[1,5-a]pyrimidine-3-carbonylamino)indazol-2-yl]piperidine-1-carboxylate